2-(2-(4-(hydroxymethyl)piperidin-1-yl)-2-oxoethyl)imidazo[4,5-d]Azole OCC1CCN(CC1)C(CC=1N=C2C(=CC=N2)N1)=O